NC=1C(=CC=C2C=CC(=NC12)CNCCN(C)C)Cl N1-((8-amino-7-chloroquinolin-2-yl)methyl)-N2,N2-dimethylethane-1,2-diamine